4-(((1R,4R)-4-(aminomethyl)cyclohexyl)methoxy)-5-chloro-N-(4-morpholinophenyl)pyrimidin-2-amine NCC1CCC(CC1)COC1=NC(=NC=C1Cl)NC1=CC=C(C=C1)N1CCOCC1